ethyl (2R)-2-{[(1,2,3,5,6,7-hexahydro-s-indacen-4-yl)carbamoyl]amino}-3-[3-(1H-pyrazol-4-yl)phenyl]propanoate C1CCC2=C(C=3CCCC3C=C12)NC(=O)N[C@@H](C(=O)OCC)CC1=CC(=CC=C1)C=1C=NNC1